4-[(cis)-2,6-dimethylpiperidin-4-yl]-N-[8-fluoro-2-methylimidazo[1,2-a]pyridin-6-yl]-2-methylindazole-7-carboxamide CC1NC(CC(C1)C=1C2=CN(N=C2C(=CC1)C(=O)NC=1C=C(C=2N(C1)C=C(N2)C)F)C)C